C1(CCCCC1)=N[N-]S(=O)(=O)C1=CC=C(C)C=C1.[Na+] sodium 2-cyclohexylidene-1-tosylhydrazin-1-ide